5-(2-Azidopropan-2-yl)-3-chloro-8-(cis-3-(ethylsulfonyl)cyclobutoxy)isoquinoline N(=[N+]=[N-])C(C)(C)C1=C2C=C(N=CC2=C(C=C1)O[C@@H]1C[C@@H](C1)S(=O)(=O)CC)Cl